C(C)CC(=O)[O-].C(C)CC(=O)[O-].[Rh+2] rhodium-bis(ethyl acetate)